N-(5-(pyridin-4-yl)-1,3,4-thiadiazol-3-yl)-1-ethyl-4-hydroxy-2-quinolone-3-carboxamide N1=CC=C(C=C1)C1=NN(CS1)NC(=O)C=1C(N(C2=CC=CC=C2C1O)CC)=O